(2S)-2-amino-3-(1-bicyclo[1.1.1]pentanyl)propanoic acid N[C@H](C(=O)O)CC12CC(C1)C2